C(C1=CC(OC)=C(O)C(OC)=C1)(=O)OCCCCCCCC octyl syringate